FC1=C(CNC2=NC(=NC=C2C(=O)N)NC=2C=NN(C2)CCO)C(=CC=C1C)F 4-[(2,6-difluoro-3-methylbenzyl)amino]-2-[[1-(2-hydroxyethyl)-1H-pyrazol-4-yl]amino]pyrimidin-5-carboxamide